COC=1C=CC(=NC1)CN[C@H]1[C@H](CCCC1)OC=1C=C2CN(C(C2=CC1)=O)C1C(NC(CC1)=O)=O 3-(5-(((1S,2R)-2-(((5-methoxypyridin-2-yl)methyl)amino)cyclohexyl)oxy)-1-oxoisoindolin-2-yl)piperidine-2,6-dione